spiro[cyclopropane-1,4'-[2,7]naphthyridine]-6'-carbonitrile C1=NCC2(C3=CC(=NC=C13)C#N)CC2